C[Si](CCOCN1N=CC2=CC=CC(=C12)N)(C)C 1-{[2-(trimethylsilyl)eth-oxy]methyl}-1H-indazol-7-amine